NC(C(=O)OC)C1CCC2(CC2)CC1 methyl 2-amino-2-(spiro[2.5]octan-6-yl)acetate